N1(C=NC=C1)C1=NC(=CC(=N1)C(=O)NC1CCC(CC1)OC)C(F)(F)F 2-(1H-imidazol-1-yl)-N-(4-methoxycyclohexyl)-6-(trifluoromethyl)pyrimidine-4-carboxamide